ClC1=C(C=C(C(=C1)C1(COC1)OC1=CC(=CC=C1)F)C)N=CN(C)CC N'-(2-chloro-4-(3-(3-fluorophenoxy)oxetan-3-yl)-5-methylphenyl)-N-ethyl-N-methylformimidamide